CN1CCN(CC1)C1=CC=C(C=C1)C=1C=C2C(=C(C=NC2=CC1)S(=O)(=O)N1CCOCC1)NC1=C(C(=O)O)C=CC=C1 2-[[6-[4-(4-methylpiperazin-1-yl)phenyl]-3-morpholinosulfonyl-4-quinolinyl]amino]benzoic acid